NC1(CCCCC1)COC=1C=C(C=C(C1C#N)OC)C1=CN=C2N1C(=CC(=C2)OC)C#N 3-(3-((1-Aminocyclohexyl)methoxy)-4-cyano-5-methoxyphenyl)-7-methoxyimidazo[1,2-a]pyridine-5-carbonitrile